ClC=1C(=CC(=NC1)C)CC 5-Chloro-4-ethyl-2-methylpyridine